1,2-phenylenebis(methylene) bis(diethylcarbamate) C(C)N(C(OCC1=C(C=CC=C1)COC(N(CC)CC)=O)=O)CC